6'-methylsulfanyl-3,3'-dimethyl-8-methoxy-6-nitrospiro[2H-1-benzopyran-2,2'-benzothiazoline] CSC1=CC2=C(N(C3(S2)OC2=C(C=C3C)C=C(C=C2OC)[N+](=O)[O-])C)C=C1